methyl 5-fluoro-2-(4-methoxybenzyl)-3-oxo-1-(2-oxopropyl)isoindoline-1-carboxylate FC=1C=C2C(N(C(C2=CC1)(C(=O)OC)CC(C)=O)CC1=CC=C(C=C1)OC)=O